(1E,4E)-1,5-diphenylpenta-1,4-dien-3-one palladium [Pd].C1(=CC=CC=C1)\C=C\C(\C=C\C1=CC=CC=C1)=O